4-tertiary amyl-phthalic acid C(C)(C)(CC)C=1C=C(C(C(=O)O)=CC1)C(=O)O